COC(=O)C1=C(C=2C(=NC(=CC2)C(F)(F)F)N(C1=O)C=1C=NC(=CC1)C)N 4-Amino-7-trifluoromethyl-1-(6-methylpyridin-3-yl)-2-oxopyrido[2,3-b]pyridine-3-carboxylic acid methyl ester